(2R,3R)-2-(6-chloro-2-(dec-1-yn-1-yl)-8-(5-methylfuran-2-yl)-9H-purin-9-yl)tetrahydrofuran-3-ol ClC1=C2N=C(N(C2=NC(=N1)C#CCCCCCCCC)[C@@H]1OCC[C@H]1O)C=1OC(=CC1)C